C1(CC1)N1N=CC(=C1)[C@@H]1OCCC(C1)C1=CC2=C(C=NN(C2=O)C)C(=N1)C1=C(C=C(C=C1)F)F 7-[(2R)-2-(1-cyclopropylpyrazol-4-yl)tetrahydropyran-4-yl]-5-(2,4-difluorophenyl)-2-methyl-pyrido[3,4-d]pyridazin-1-one